3-((3S,4R)-4-acetylpyrrolidin-3-yl)-4-methylbenzoic acid ethyl ester C(C)OC(C1=CC(=C(C=C1)C)[C@H]1CNC[C@@H]1C(C)=O)=O